2-[2-(5-methylfuran-2-yl)ethenyl]-4,6-bis(trichloromethyl)-s-triazine CC1=CC=C(O1)C=CC1=NC(=NC(=N1)C(Cl)(Cl)Cl)C(Cl)(Cl)Cl